2-(cyclopropylamino)-8-(4-(difluoromethoxy)phenyl)-6-(2-methylbenzo[d]thiazol-6-yl)pteridin-7(8H)-one C1(CC1)NC1=NC=2N(C(C(=NC2C=N1)C1=CC2=C(N=C(S2)C)C=C1)=O)C1=CC=C(C=C1)OC(F)F